FC1=C(C=CC=C1)C=1N=CN(C(C1)=O)C[C@@]1(CCN(CC12CCCC2)C(=O)N2[C@@H](CN(CC2)C(=O)OC(C)(C)C)C2=CC=CC=C2)O tert-Butyl (R)-4-((S)-10-((4-(2-fluorophenyl)-6-oxopyrimidin-1(6H)-yl)methyl)-10-hydroxy-7-azaspiro[4.5]decane-7-carbonyl)-3-phenylpiperazine-1-carboxylate